ClC=1C=C2C(=CN1)N(C(=C2)C2=C(C=CC(=C2)F)OC)C 5-chloro-2-(5-fluoro-2-methoxyphenyl)-1-methylpyrrolo[2,3-c]pyridine